COC(=O)C1CCCCO1 6-(methoxycarbonyl)tetrahydro-2H-pyran